FC(CN1C(=NC=2C1=NC(=CN2)C2=CNC=1N=C(N=CC12)NC1CCN(CC1)C(C)=O)C)F 1-(4-((5-(1-(2,2-difluoroethyl)-2-methyl-1H-imidazo[4,5-b]pyrazin-6-yl)-7H-pyrrolo[2,3-d]pyrimidin-2-yl)amino)piperidin-1-yl)ethan-1-one